4-(furan-3-yl)-6,7-dimethoxy-2-(4-(4-(methylsulfonyl)phenyl)-1H-pyrazol-1-yl)quinazoline O1C=C(C=C1)C1=NC(=NC2=CC(=C(C=C12)OC)OC)N1N=CC(=C1)C1=CC=C(C=C1)S(=O)(=O)C